5-(tert-butyldimethylsilyloxy)pentanoic acid [Si](C)(C)(C(C)(C)C)OCCCCC(=O)O